(2-((3S,4R)-3-fluoro-4-methoxypiperidin-1-yl)pyrimidin-4-yl)-5-isopropyl-8-(3-(methylsulfonylmethyl)azetidin-1-yl)isoquinolin-3-amine F[C@H]1CN(CC[C@H]1OC)C1=NC=CC(=N1)C1=NC(=CC2=C(C=CC(=C12)N1CC(C1)CS(=O)(=O)C)C(C)C)N